5-(benzyloxy)-3-chloropyrazine-2-carbonitrile C(C1=CC=CC=C1)OC=1N=C(C(=NC1)C#N)Cl